O1N=C(C=C1)C=1NC=C(N1)C=O 2-(isoxazol-3-yl)-1H-imidazole-4-carbaldehyde